OC1=CC=CC=C1C(/C=C/C1=CC=CC=C1)=O 6'-hydroxychalcone